(S)-2-(2-(5-oxaspiro[2.5]octan-8-yl)-2H-pyrazolo[3,4-b]pyrazin-6-yl)-3-methyl-5-(trifluoromethyl)phenol C1CC12COCC[C@@H]2N2N=C1N=C(C=NC1=C2)C2=C(C=C(C=C2C)C(F)(F)F)O